BrC=1C=CC2=C(C3=C(C(OC(=N3)C=3N(N=C(C3)CN3N=CC4=C(C=CC=C34)Cl)C3=NC=CC=C3Cl)=O)C=C2C1)Cl 7-bromo-10-chloro-2-[5-[(4-chloroindazol-1-yl)methyl]-2-(3-chloro-2-pyridyl)pyrazol-3-yl]benzo[g][3,1]benzoxazin-4-one